(2-tert-butoxy-2-oxo-ethyl) 4-[2-[3-(4-amino-1-tert-butyl-pyrazolo[3,4-d]pyrimidin-3-yl)-5-cyclopropyl-isoxazol-4-yl]pyrimidin-5-yl]piperidine-1-carboxylate NC1=C2C(=NC=N1)N(N=C2C2=NOC(=C2C2=NC=C(C=N2)C2CCN(CC2)C(=O)OCC(=O)OC(C)(C)C)C2CC2)C(C)(C)C